3-(4-(bromomethyl)phenyl)-1-methyl-1H-pyrazole BrCC1=CC=C(C=C1)C1=NN(C=C1)C